C1(CCCC1)N1C(C=C(C2=C1N=C(N=C2)N2CCC(CC2)NCCC2=CC=CC=C2)C#CC2=CC=CC=C2)=O 8-cyclopentyl-2-(4-(phenethylamino)piperidin-1-yl)-5-(phenylethynyl)pyrido[2,3-d]pyrimidin-7-one